FC(C=1C=C(C=C(C1)C(F)(F)F)C1=NN(C=N1)/C=C(/C(=O)O)\C=1C=NC=C(C1)F)(F)F (E)-3-(3-(3,5-bis-(trifluoromethyl)-phenyl)-1H-1,2,4-triazol-1-yl)-2-(5-fluoropyridin-3-yl)acrylic acid